3-(((2,5-bis(trifluoromethyl)pyrazolo[1,5-a]pyrimidin-7-yl)amino)methyl)-3-(4-fluorophenyl)-N-((1s,3s)-3-hydroxy-3-methylcyclobutyl)azetidine-1-carboxamide FC(C1=NN2C(N=C(C=C2NCC2(CN(C2)C(=O)NC2CC(C2)(C)O)C2=CC=C(C=C2)F)C(F)(F)F)=C1)(F)F